6-ethynyl-2-(1-fluorocyclopropyl)-8-methoxyimidazo[1,2-a]pyridine C(#C)C=1C=C(C=2N(C1)C=C(N2)C2(CC2)F)OC